C1=CC=CC=2C3=CC=CC=C3N(C12)C1(C(C=C(C(C1)(N1C2=CC=CC=C2C=2C=CC=CC12)N1C2=CC=CC=C2C=2C=CC=CC12)C1=CC=CC=C1)(C#N)C#N)N1C2=CC=CC=C2C=2C=CC=CC12 4,4,6,6-tetra(9H-carbazol-9-yl)-[1,1-biphenyl]-3,3-dicarbonitrile